2-(hydroxymethyl)piperazine-1-carboxamide OCC1N(CCNC1)C(=O)N